C1(CC1)S(=O)(=O)N1N=CC(=C1)C1=NC=CC(=N1)NC1=NC=C(C(=C1)NC1CCC(CC1)(O)C)C1=NC=C(N=C1)OC1COC1 (1s,4s)-4-((2-((2-(1-(Cyclopropylsulfonyl)-1H-pyrazol-4-yl)pyrimidin-4-yl)amino)-5-(5-(oxetan-3-yloxy)pyrazin-2-yl)pyridin-4-yl)amino)-1-methylcyclohexan-1-ol